8-(tert-butoxycarbonyl)-5,6,7,8-tetrahydro-1,8-naphthyridine-3-carboxylic acid C(C)(C)(C)OC(=O)N1CCCC=2C=C(C=NC12)C(=O)O